1,2-Diphenylethyl ((S)-1-(((S)-4-amino-3,4-dioxo-1-((S)-2-oxopyrrolidin-3-yl)butan-2-yl)amino)-4-methyl-1-oxopentan-2-yl)carbamate NC(C([C@H](C[C@H]1C(NCC1)=O)NC([C@H](CC(C)C)NC(OC(CC1=CC=CC=C1)C1=CC=CC=C1)=O)=O)=O)=O